3-{[3-(4-chlorophenyl)-1,2,4-oxadiazol-5-yl]-methyl}-1-phenylimidazolidine-2,4-dione ClC1=CC=C(C=C1)C1=NOC(=N1)CN1C(N(CC1=O)C1=CC=CC=C1)=O